vinyl 3-chloro-2,2-dimethylpropionate ClCC(C(=O)OC=C)(C)C